ClC=1C(=NC=C2C=C(C=NC12)C1=C(C=CC(=C1)[N+](=O)[O-])C)NC 8-chloro-N-methyl-3-(2-methyl-5-nitro-phenyl)-1,6-naphthyridin-7-amine